ClC1=CC(=C(C=N1)C#CC1=CC=C(C=N1)CN1CCOCC1)F ((6-((6-chloro-4-fluoropyridin-3-yl)ethynyl)pyridin-3-yl)methyl)morpholine